(E)-hex-4-en-1-yl 2-hydroxybenzoate OC1=C(C(=O)OCCC\C=C\C)C=CC=C1